2,5-dioxopyrrolidin O=C1NC(CC1)=O